[(2S)-1-Phenylpropan-2-yl]azanium C1(=CC=CC=C1)C[C@H](C)[NH3+]